9-(1-((6-chloro-2-(1-methyl-1H-1,2,4-triazol-3-yl)pyridin-3-yl)amino)ethyl)-3-(1-ethylpyrrolidin-3-yl)-4,7-dimethyl-3,4-dihydro-5H-pyrazolo[3,4-c]isoquinolin-5-one ClC1=CC=C(C(=N1)C1=NN(C=N1)C)NC(C)C=1C=2C3=C(N(C(C2C=C(C1)C)=O)C)N(N=C3)C3CN(CC3)CC